C(C)(C)(C)OC(=O)N1CC(C1)C1=NC2=C(N1)C=C(C=C2C(NC2=C(C(=CC=C2)Cl)C)=O)NC(=O)C2=C(C=CC=C2)C(F)(F)F 3-{4-[(3-chloro-2-methylphenyl)carbamoyl]-6-({[2-(trifluoromethyl)phenyl]carbonyl}amino)-1H-benzimidazol-2-yl}azetidine-1-carboxylic acid tert-butyl ester